FC(OC1=CC=C(C=C1)C1NC(C2=CC=CC=C12)=O)(F)F 3-[4-(trifluoromethoxy)phenyl]-2,3-dihydro-1H-isoindol-1-one